6-(4-{2-cyano-2-methyl-2-[(trimethylsilyl)oxy]ethoxy}phenyl)-4-{[(3S)-piperidin-3-yl]amino}pyrido[3,2-d]pyrimidine-8-carboxamide C(#N)C(COC1=CC=C(C=C1)C=1C=C(C=2N=CN=C(C2N1)N[C@@H]1CNCCC1)C(=O)N)(O[Si](C)(C)C)C